C(C=C)(=O)OCCOCCOCCOCCOCCOCCOCCOCCOCCOCCOCCOCCOCCOC(C=C)=O tridecaethylene glycol diacrylate